C(C)(C)(C)N(C(O)=O)C(C)C(COCC1=NC=CC(=C1)Br)(F)F.C1(=CC=C(C=C1)NNC(C1=CC(=C(C(=C1)O)O)O)=O)C N-(p-tolyl)-2-(3,4,5-trihydroxybenzoyl)hydrazine tert-butyl-(4-((4-bromopyridin-2-yl)methoxy)-3,3-difluorobutan-2-yl)carbamate